C(C)(C)N(CCC1=CNC2=CC=C(C=C12)OC)C(C)C N,N-diisopropyl-5-methoxy-tryptamine